tert-butyl (R)-3-((6-chloro-4-methylpyridazin-3-yl)thio)piperidine-1-carboxylate ClC1=CC(=C(N=N1)S[C@H]1CN(CCC1)C(=O)OC(C)(C)C)C